2-methylpropan-2-yl [(2-hydroxycyclopropyl)amino]methanoate OC1C(C1)NC(=O)OC(C)(C)C